N-(5,6-Dihydro-4H-pyrrolo[1,2-b]pyrazol-2-yl)-5-methyl-2-(1-methyl-1H-imidazol-2-yl)-6-(1-methyl-1H-pyrazol-3-yl)pyrrolo[2,1-f][1,2,4]triazin-4-amine N=1N2C(=CC1NC1=NC(=NN3C1=C(C(=C3)C3=NN(C=C3)C)C)C=3N(C=CN3)C)CCC2